ClC1=C(N(C2=CC(=CC=C2)C=C2CCNCC2)C)C=CC(=C1)C 2-chloro-N,4-dimethyl-N-(3-(piperidin-4-ylidenemethyl)phenyl)aniline